(1R,3S,5R)-2-(Toluene-4-sulfonyl)-2-azabicyclo[3.1.0]hexane-3-carboxylic acid (4,4-difluoro-cyclohexyl)-(4-fluoro-2,3-dihydro-benzofuran-6-ylmethyl)-amide FC1(CCC(CC1)N(C(=O)[C@H]1N([C@@H]2C[C@@H]2C1)S(=O)(=O)C1=CC=C(C)C=C1)CC1=CC2=C(CCO2)C(=C1)F)F